[N+](=O)([O-])C=1C(=C2C(=NC1)N(C=C2)S(=O)(=O)C2=CC=CC=C2)NC(C(=O)[O-])C ((5-nitro-1-(benzenesulfonyl)-1H-pyrrolo[2,3-b]pyridin-4-yl)amino)propanoate